COC1=CC=C(C=C1)CNC 1-(4-methoxyphenyl)-N-methylmethylamine